ClC=1C(=C(C(=O)OC2=C(C(=C(C(=O)OC3=C(C(=C(C(=O)O)C(=C3C)C)C)C)C(=C2)C)C)C)C(=C(C1OC(C1=C(C=C(C=C1C)O)OC)=O)C)C)O 4-((4-((3-chloro-2-hydroxy-4-((4-hydroxy-2-methoxy-6-methylbenzoyl)oxy)-5,6-dimethyl-benzoyl)oxy)-2,3,6-trimethylbenzoyl)oxy)-2,3,5,6-tetramethylbenzoic acid